(S)-2-Azido-3-phenylpropionic acid (dicyclohexylammonium) salt C1(CCCCC1)[NH2+]C1CCCCC1.N(=[N+]=[N-])[C@H](C(=O)[O-])CC1=CC=CC=C1